2-methyl-1-((2R,5S)-2-methyl-5-(4-(4-methylpiperazin-1-yl)phenyl)piperazin-1-yl)propan-1-one CC(C(=O)N1[C@@H](CN[C@H](C1)C1=CC=C(C=C1)N1CCN(CC1)C)C)C